O=C1NC(CCC1N1C(C2=CC=CC(=C2C1=O)OCC(=O)NCCOCCNC(CN(CC#C)C)=O)=O)=O N-[2-[2-[[2-[2-(2,6-dioxo-3-piperidyl)-1,3-dioxo-isoindolin-4-yl]oxyacetyl]amino]ethoxy]ethyl]-2-[methyl(prop-2-ynyl)amino]acetamide